methyl 2-[[2-[1-[(4-ethylphenyl)methyl]-5-oxopyrrolidin-2-yl]acetyl]methylamino]acetate C(C)C1=CC=C(C=C1)CN1C(CCC1=O)CC(=O)N(CC(=O)OC)C